ClC1=C(C=C(COC2=CC=C(C=C2)NS(=O)(=O)N2CCCCC2)C=C1)F N-(4-((4-chloro-3-fluorobenzyl)oxy)phenyl)piperidine-1-sulfonamide